trans-(S)-1-phenylethyl 2-[[1-(2-fluoroethyl)-4-[[4-(trifluoromethyl)phenyl]methyl]indole-3-carbonyl]amino]spiro[3.3]heptane-6-carboxylate FCCN1C=C(C2=C(C=CC=C12)CC1=CC=C(C=C1)C(F)(F)F)C(=O)NC1CC2(C1)CC(C2)C(=O)O[C@@H](C)C2=CC=CC=C2